C(N)(=N)C1=CC=C(CNC([C@H](C)NC(=O)[C@@H]2N(C[C@H](C2)CC2=CC=C(C=C2)F)CCC(=O)O)=O)C=C1 3-((2R,4S)-2-(((S)-1-((4-carbamimidoylbenzyl)amino)-1-oxopropan-2-yl)carbamoyl)-4-(4-fluorobenzyl)pyrrolidin-1-yl)propanoic acid